C(C)(C)(C)OC(N(CCC1=CC(=CC=C1)OC1=CC=CC=C1)CCCO)=O.ClC1=C(C(=CC(=C1)F)Cl)CC(=O)NC1=CC(=NC=C1)N(C(C)=O)C1=CC=C(C=C1)F N-{4-[2-(2,6-dichloro-4-fluorophenyl)acetamido]pyridin-2-yl}-N-(4-fluorophenyl)acetamide tert-butyl-(3-hydroxypropyl)(3-phenoxyphenethyl)carbamate